2-(2,4-dichlorophenoxy)acetate ClC1=C(OCC(=O)[O-])C=CC(=C1)Cl